tert-butyl (2S,4R)-4-hydroxy-2-[[2-hydroxy-4-(4-methylthiazol-5-yl)phenyl]methylcarbamoyl]pyrrolidine-1-carboxylate O[C@@H]1C[C@H](N(C1)C(=O)OC(C)(C)C)C(NCC1=C(C=C(C=C1)C1=C(N=CS1)C)O)=O